BrC=1C(=C(C=CC1)C(C(F)(F)F)N(CCNC(OC(C)(C)C)=O)C1CC1)F tert-butyl N-[2-[[1-(3-bromo-2-fluoro-phenyl)-2,2,2-trifluoro-ethyl]-cyclopropyl-amino]ethyl]carbamate